N(C(=N)N)CCCC 4-guanidinobutane